4-(4-((3-(1H-imidazol-1-yl)benzyl)amino)piperidin-1-yl)-6-methylpyrimidin-2-amine N1(C=NC=C1)C=1C=C(CNC2CCN(CC2)C2=NC(=NC(=C2)C)N)C=CC1